methyl 2-acetamido-5-benzyloxybenzoate C(C)(=O)NC1=C(C(=O)OC)C=C(C=C1)OCC1=CC=CC=C1